3-[(3-chloro-N-methyl-anilino)methyl]isoxazole-5-carboxylic acid ethyl ester C(C)OC(=O)C1=CC(=NO1)CN(C1=CC(=CC=C1)Cl)C